pentaerythritol tetrahydroxyethyl-methacrylate OC(C(O)(O)O)C=C(C(=O)OCC(CO)(CO)CO)C